(5-methyl-1,3,4-thiadiazol-2-yl)-N-(1-methylcyclopropyl)-2-sulfanylidene-1H-1,3-benzodiazole-5-sulfonamide CC1=NN=C(S1)N1C(NC2=C1C=CC(=C2)S(=O)(=O)NC2(CC2)C)=S